(2S,5r,6r)-3,3-dimethyl-7-oxo-6-(2-phenylacetamido)-4-thia-1-azabicyclo[3.2.0]heptane-2-carboxylic acid CC1([C@@H](N2C([C@H]([C@H]2S1)NC(CC1=CC=CC=C1)=O)=O)C(=O)O)C